COCCN1C(C=2C=CC=C(C2C=C1)S(=O)(=O)Cl)=O 2-(2-methoxyethyl)-1-oxo-isoquinoline-5-sulfonyl chloride